CC1=CC=C(C=C1)S(=O)(=O)N1CCC(CC1)C1=NNC(=C1)C=1C=CNC1 4-(3-(1-p-toluenesulfonylpiperidin-4-yl)-1H-pyrazol-5-yl)-1H-pyrrole